4-(1-(2,6-dioxopiperidin-3-yl)-3-methyl-2-oxo-2,3-dihydro-1H-benzo[d]imidazol-5-yl)-3,6-dihydropyridine-1(2H)-carboxylic acid tert-butyl ester C(C)(C)(C)OC(=O)N1CCC(=CC1)C1=CC2=C(N(C(N2C)=O)C2C(NC(CC2)=O)=O)C=C1